BrC=1C=NN(C1)C1=CC(=C(C=N1)C#N)C 6-(4-bromo-1H-pyrazol-1-yl)-4-methylpyridine-3-carbonitrile